COC=1C=2N(C=C(C1)C1=C(C(=NN1)C1=NC=C(C=C1)C1CCN(CC1)CCC)CC(F)(F)F)N=CN2 8-methoxy-6-(3-(5-(1-propylpiperidin-4-yl)pyridin-2-yl)-4-(2,2,2-trifluoroethyl)-1H-pyrazol-5-yl)-[1,2,4]triazolo[1,5-a]pyridine